CC([C@@H](C=O)NC(OC(C)(C)C)=O)C (S)-tert-butyl (3-methyl-1-oxobutan-2-yl)carbamate